2-(oxirane-2-yl)-1-phenylethane-1-ol O1C(C1)CC(O)C1=CC=CC=C1